1-[3-(trifluoromethyl)phenyl]piperidine-4-carboxylic acid FC(C=1C=C(C=CC1)N1CCC(CC1)C(=O)O)(F)F